C1(CC1)C1=C(C=CC(N1)=O)C1=C(C=CC(=C1)F)O 6-cyclopropyl-5-(5-fluoro-2-hydroxyphenyl)pyridin-2(1H)-one